formamidine hydriodic acid salt I.C(=N)N